4-((4-((1,3-dimethylbutyl)amino)phenyl)imino)cyclohexa-2,5-diene-1-thione CC(CC(C)C)NC1=CC=C(C=C1)N=C1C=CC(C=C1)=S